octadecylketone C(CCCCCCCCCCCCCCCCC)C(=O)CCCCCCCCCCCCCCCCCC